(S)-N-((2S,3r)-3-((2-oxabicyclo[2.2.2]oct-4-yl)methoxy)-1-(methylamino)-1-oxobutan-2-yl)-6-(thiazole-5-carbonyl)-2,6-diazaspiro[3.4]octane-8-carboxamide hydrochloride Cl.C12OCC(CC1)(CC2)CO[C@@H]([C@@H](C(=O)NC)NC(=O)[C@@H]2CN(CC21CNC1)C(=O)C1=CN=CS1)C